5-chloro-1,1-dimethyl-1'-[[1-(2-methylsulfonylethyl)pyrazol-4-yl]methyl]spiro[isobenzofuran-3,4'-piperidine] ClC=1C=C2C(=CC1)C(OC21CCN(CC1)CC=1C=NN(C1)CCS(=O)(=O)C)(C)C